3-chloro-4-methoxy-benzoic acid ClC=1C=C(C(=O)O)C=CC1OC